8-chloro-6-(((2-chloropyridin-3-yl)(1-cyclopropyl-1H-1,2,3-triazol-4-yl)methyl-d)amino)-4-(((R)-3-cyano-1-phenylpropyl)amino)quinoline-3-carbonitrile ClC=1C=C(C=C2C(=C(C=NC12)C#N)N[C@H](CCC#N)C1=CC=CC=C1)NC([2H])(C=1N=NN(C1)C1CC1)C=1C(=NC=CC1)Cl